iminodisuccinate potassium salt [K+].N(C(C(=O)[O-])CC(=O)[O-])C(C(=O)[O-])CC(=O)[O-].[K+].[K+].[K+]